N1C(CC1)[C@@]1(OC2=C([C@@H]1C)C(=C(C(=C2)F)Cl)C2=C(C(=O)NC)C=CC(=C2F)OC[C@H](C)O)C2=CC=CC=C2 2-((2s,3s,4s)-2-(azetidin-2-yl)-5-chloro-6-fluoro-3-methyl-2-phenyl-2,3-dihydrobenzofuran-4-yl)-3-fluoro-4-((S)-2-hydroxypropoxy)-N-methylbenzamide